OC/C=C/C(=O)N1CC(C1)C1=NN(C2=NC=CC(=C21)C=2C=NNC2)C2=CC=C(C=C2)OC(F)(F)F (E)-4-hydroxy-1-[3-[4-(1H-pyrazol-4-yl)-1-[4-(trifluoromethoxy)phenyl]pyrazolo[3,4-b]pyridin-3-yl]azetidin-1-yl]but-2-en-1-one